[NH4+].C1(C=CCCC1)CCCCCCCC(=O)[O-] cyclohex-2-en-1-octanoate ammonium